FC1(CC(C1)NC1=NC(=NC(=N1)NC1CC(C1)(F)F)C1=NC=CC(=N1)C(F)(F)F)F N2,N4-bis(3,3-difluorocyclobutyl)-6-(4-(trifluoromethyl)pyrimidin-2-yl)-1,3,5-triazine-2,4-diamine